2-(6-(2-(3-oxa-8-azabicyclo[3.2.1]octan-8-yl)thiazol-4-yl)-2,3-difluorophenoxy)-N-(6-((2-(2,6-dioxopiperidin-3-yl)-1,3-dioxoisoindolin-4-yl)amino)hexyl)acetamide C12COCC(CC1)N2C=2SC=C(N2)C2=CC=C(C(=C2OCC(=O)NCCCCCCNC2=C1C(N(C(C1=CC=C2)=O)C2C(NC(CC2)=O)=O)=O)F)F